tert-butyl (1R,5S,6r)-6-((1,3-dioxoisoindolin-2-yl)methyl)-6-(4-methylthiazol-2-yl)-3-azabicyclo[3.1.0]hexane-3-carboxylate O=C1N(C(C2=CC=CC=C12)=O)CC1([C@H]2CN(C[C@@H]12)C(=O)OC(C)(C)C)C=1SC=C(N1)C